(5-methyl-2-(2H-1,2,3-triazol-2-yl)pyridin-3-yl)methanone CC=1C=C(C(=NC1)N1N=CC=N1)C=O